N2-tert-butyl-9-(pyrrolidin-3-ylmethyl)-N8-(3-(trifluoromethyl)phenyl)-9H-purine-2,8-diamine C(C)(C)(C)NC1=NC=C2N=C(N(C2=N1)CC1CNCC1)NC1=CC(=CC=C1)C(F)(F)F